CC1(OCCC(O1)CO)C 2,2-dimethyl-1,3-dioxane-4-methanol